OC(C1[C@H]2CN(C[C@@H]12)C(=O)OC(C)(C)C)C=1SC=C(C1)OC tert-butyl (1R,5S,6r)-6-[hydroxy (4-methoxy-2-thienyl) methyl]-3-azabicyclo[3.1.0]hexane-3-carboxylate